CC1=CC=CC=2OCC(NC21)=O 5-methyl-2H-benzo[b][1,4]Oxazin-3(4H)-one